ClC[C@@H](CO)O R-3-chloro-1,2-propanediol